ClC1=C(N=C2C=C(C(=NC2=C1Cl)C=1C=NC(=NC1)OCCOCCOCCOCCOCCOCCOCCNC(OC(C)(C)C)=O)F)C tert-butyl N-[2-[2-[2-[2-[2-[2-[2-[5-(7,8-dichloro-3-fluoro-6-methyl-1,5-naphthyridin-2-yl)pyrimidin-2-yl]oxyethoxy]ethoxy]ethoxy]ethoxy]ethoxy] ethoxy]ethyl]carbamate